(2S,3S)-tert-Butyl 3-(aminomethyl)-2-(benzyloxycarbonylamino)-6-(4,4,5,5-tetramethyl-1,3,2-dioxaborolan-2-yl)hexanoate NC[C@@H]([C@@H](C(=O)OC(C)(C)C)NC(=O)OCC1=CC=CC=C1)CCCB1OC(C(O1)(C)C)(C)C